(Z)-1-(4-cyanophenyl)-N-phenylmethanimine oxide C(#N)C1=CC=C(C=C1)\C=[N+](\C1=CC=CC=C1)/[O-]